COC([C@@H]([C@H](CC1=CC=C(C=C1)Cl)NC(=O)OC(C)(C)C)O)=O.N1=CN=CC2=CC=C(C=C12)NC(CCC)=O N-(quinazolin-7-yl)butanamide Methyl-(2R,3S)-3-((tert-butoxycarbonyl)amino)-4-(4-chlorophenyl)-2-hydroxybutanoate